ClC=1C(N(C(=CC1OCC1=NC=C(C=C1F)F)C)C1=CC(=NC=C1C)C1=NC(=NC=C1)C(CF)(C)C)=O 3-chloro-2'-(2-(1-fluoro-2-methylpropan-2-yl)pyrimidin-4-yl)-4-((3,5-difluoropyridin-2-yl)methoxy)-5',6-dimethyl-2H-[1,4'-bipyridin]-2-one